5-(2-fluoro-6-methoxyphenyl)-3-(4-morpholinophenyl)-1H-pyrazolo[4,3-c]pyridazin-6(5H)-one FC1=C(C(=CC=C1)OC)N1N=C2C(=CC1=O)NN=C2C2=CC=C(C=C2)N2CCOCC2